NC1=C(C(=NC=N1)NC1=CC(=C2N(C1=O)C1(NC2=O)CCCCC1)Cl)C(C)C 6'-((6-amino-5-isopropylpyrimidin-4-yl)amino)-8'-chloro-2'H-spiro[cyclohexane-1,3'-imidazo[1,5-a]pyridine]-1',5'-dione